2-(2,5-difluoro-4-(6-((1-phenyl-1H-imidazol-4-yl)methoxy)pyridin-2-yl)benzyl)-1-(2-methoxyethyl)-1H-benzo[d]imidazole-6-carboxylic acid FC1=C(CC2=NC3=C(N2CCOC)C=C(C=C3)C(=O)O)C=C(C(=C1)C1=NC(=CC=C1)OCC=1N=CN(C1)C1=CC=CC=C1)F